C(CCC)OC(=O)N1C[C@@H](CC1)CCNC1CCC(CC1)(F)F |r| Butyl-(RS)-3-(2-((4,4-difluorocyclohexyl)amino)ethyl)pyrrolidine-1-carboxylate